BrC=1C(=NN(C1C)C1CC2(CN(C2)C(C=C)=O)C1)C=1C=C2C=NN(C2=CC1)C 1-(6-(4-Bromo-5-methyl-3-(1-methyl-1H-indazol-5-yl)-1H-pyrazol-1-yl)-2-azaspiro[3.3]heptan-2-yl)prop-2-en-1-one